8-(4-chlorophenyl)-9-(4-((1-(3-fluoropropyl)azetidin-3-ylidene)methyl)phenyl)-7-methyl-6,7-dihydro-5H-benzo[7]annulene-3-carboxylic acid ClC1=CC=C(C=C1)C=1C(CCC2=C(C1C1=CC=C(C=C1)C=C1CN(C1)CCCF)C=CC(=C2)C(=O)O)C